NCC[SiH](CCN)CCN tris(aminoethyl)silane